3-acryloxypropyl-methyldi(trimethylsiloxy)silane C(C=C)(=O)OCCC[Si](O[Si](C)(C)C)(O[Si](C)(C)C)C